FC1(CCC(CC1)[C@@H](C=1N=C2N(N=C(C=N2)CC2C(NC[C@@H](C2)C(F)(F)F)=O)C1)NC(OCC1=CC=CC=C1)=O)F benzyl ((S)-(4,4-difluorocyclohexyl)(2-(((5R)-2-oxo-5-(trifluoromethyl)piperidin-3-yl)methyl)imidazo[1,2-b][1,2,4]triazin-6-yl)methyl)carbamate